2-(2-fluorophenoxy)-9-methyl-7,9-dihydro-8H-pyrido[3',2':4,5]pyrrolo[2,3-d]pyridazin-8-one FC1=C(OC=2C=CC3=C(N(C=4C(NN=CC43)=O)C)N2)C=CC=C1